(S)-2-(4-((1R,2S)-6-(tert-butoxy)-2-phenyl-1,2,3,4-tetrahydronaphthalen-1-yl)phenyl)-7-(dimethoxymethyl)-5-oxa-2-azaspiro[3.4]octane C(C)(C)(C)OC=1C=C2CC[C@@H]([C@@H](C2=CC1)C1=CC=C(C=C1)N1CC2(C1)OC[C@H](C2)C(OC)OC)C2=CC=CC=C2